CO[C@@]1([C@H](O)[C@H](O)[C@@H](CO)O1)N1C=NC=2C(=O)NC(N)=NC12 Methoxyguanosine